2-(4,6-diphenyl-1,3,5-triazin-2-yl)-5-propyloxyphenol C1(=CC=CC=C1)C1=NC(=NC(=N1)C1=CC=CC=C1)C1=C(C=C(C=C1)OCCC)O